6-(((1S,2S,4S)-2-(dimethyl-amino)-4-(4-fluoro-3-(trifluoromethyl)phenyl)-cyclohexyl)oxy)-2-methyl-N-(pyrimidin-4-yl)pyridine-3-sulfonamide formate C(=O)O.CN([C@@H]1[C@H](CC[C@@H](C1)C1=CC(=C(C=C1)F)C(F)(F)F)OC1=CC=C(C(=N1)C)S(=O)(=O)NC1=NC=NC=C1)C